methyl 5-(7-bromo-4-oxo-3,4-dihydrophthalazin-1-yloxy)-2-fluorobenzoate BrC1=CC=C2C(NN=C(C2=C1)OC=1C=CC(=C(C(=O)OC)C1)F)=O